FC=1C=C(C2=C(C(=NO2)NC(C)C2=NC=CN=C2N2N=CC=N2)C1)F 5,7-difluoro-N-[1-[3-(triazol-2-yl)pyrazin-2-yl]ethyl]-1,2-benzisoxazol-3-amine